eicosadienoate C(C=CC=CCCCCCCCCCCCCCCC)(=O)[O-]